2,5-Dichloro-4-((5-isopropyl-1-methyl-1H-pyrazol-4-yl)ethynyl)pyrimidine ClC1=NC=C(C(=N1)C#CC=1C=NN(C1C(C)C)C)Cl